di-n-heptyl-diphenylethylammonium hydroxide [OH-].C(CCCCCC)[NH+](CC(C1=CC=CC=C1)C1=CC=CC=C1)CCCCCCC